5-[(3-{2-[bis(propan-2-yl)azaniumyl]ethyl}-1H-indol-4-yl)oxy]-5-oxopentanoate CC(C)[NH+](CCC1=CNC2=CC=CC(=C12)OC(CCCC(=O)[O-])=O)C(C)C